sodium N-decanoyl-L-histidine decanoate C(CCCCCCCCC)(=O)[O-].C(CCCCCCCCC)(=O)N[C@@H](CC1=CNC=N1)C(=O)O.[Na+]